2'-(4-Fluorophenyl)-3'-(6-methyl-1H-pyrazolo[3,4-b]pyridin-4-yl)-5'H,7'H-spiro[oxetane-3,6'-pyrazolo[5,1-b][1,3]oxazine] FC1=CC=C(C=C1)C1=NN2C(OCC3(C2)COC3)=C1C1=C3C(=NC(=C1)C)NN=C3